C(C)(C)(C)NC1=C2C(=NC(=N1)Cl)N(N=C2)C([2H])([2H])[2H] N-tert-butyl-6-chloro-1-(2H3)-methyl-1H-pyrazolo[3,4-d]Pyrimidin-4-amine